tert-butyl N-[2-[(4-methylbenzenesulfonyl)oxy]propyl]carbamate CC1=CC=C(C=C1)S(=O)(=O)OC(CNC(OC(C)(C)C)=O)C